C(CCCCC)OC1=C(C(=C(C=C1)C1=NC(=NC(=N1)C1=C(C(=C(C=C1)OCCCCCC)C)O)C1=C(C(=C(C=C1)OCCCCCC)C)O)O)C 2,4,6-tris[4-(hexyloxy)-2-hydroxy-3-methylphenyl]-1,3,5-triazine